BrC=1N=C(C(=NC1)OCCOC)C1=CC=C(C=C1)S(=O)(=O)C 5-bromo-3-(4-methanesulfonylphenyl)-2-(2-methoxyethoxy)pyrazine